CN(CCCC(=O)OCC=1C=C(C=C(C1)OCCCCCCCCCCCCCCCCCC(=O)[O-])OCCCCCCCCCCCCCCCCCC(=O)[O-])C ((5-(((4-(dimethylamino)butanoyl)oxy)methyl)-1,3-phenylene)bis(oxy))bis(octane-8,1-diyl)bis(decanoate)